[Cl-].[Cl-].[Cl-].N1=CC=CC=C1.[Au+3] gold (pyridine) trichloride